fluoro-4-isopropyl-N-(6-methyl-5-(7-(methylamino)-1,6-naphthyridin-3-yl)pyridin-3-yl)picolinamide FC=1C(=NC=CC1C(C)C)C(=O)NC=1C=NC(=C(C1)C=1C=NC2=CC(=NC=C2C1)NC)C